ClCC(C[C@]1(N(C[C@H](C1)OC(C1=CC=C(C=C1)[N+](=O)[O-])=O)C(=O)OC(C)(C)C)C(=O)OC)=C 1-(tert-butyl) 2-methyl (2R,4S)-2-(2-(chloromethyl)allyl)-4-((4-nitrobenzoyl)oxy)-pyrrolidine-1,2-dicarboxylate